N-(4-(1-(4-ethyl-1-((2-(trimethylsilyl)ethoxy)methyl)-1H-imidazol-5-yl)ethyl)phenyl)-2,2-difluoro-2-(pyridin-3-yl)acetamide C(C)C=1N=CN(C1C(C)C1=CC=C(C=C1)NC(C(C=1C=NC=CC1)(F)F)=O)COCC[Si](C)(C)C